FC(C(=O)O)(F)F.FCC1(CC1)CN (1-(fluoromethyl)cyclopropyl)methanamine 2,2,2-trifluoroacetate